N,N-diethyl-2-(5-(trifluoromethyl)-1,2,4-oxadiazol-3-yl)-4,7-dihydrothieno[2,3-c]pyridine-6(5H)-carboxamide C(C)N(C(=O)N1CC2=C(CC1)C=C(S2)C2=NOC(=N2)C(F)(F)F)CC